N1(N=NC=C1)CCCCC1=CC=C(OCC=2N=C(OC2)\C=C\C2=CC=C(C=C2)C(F)(F)F)C=C1 (E)-4-((4-(4-(1H-1,2,3-triazol-1-yl)butyl)phenoxy)methyl)-2-(4-(trifluoromethyl)styryl)oxazole